NC(C(=O)N1C(CCCC1)C=1NC(=CN1)C1=CC=C(C=C1)C)C 2-Amino-1-(2-(5-(p-tolyl)-1H-imidazol-2-yl)piperidin-1-yl)propan-1-one